N-((2-(6-((3aR,6aS)-5-isobutyl-4-oxohexahydropyrrolo[3,4-c]pyrrol-2(1H)-yl)pyridin-2-yl)-1,6-naphthyridin-7-yl)methyl)-5-(methylsulfonyl)nicotinamide C(C(C)C)N1C[C@H]2[C@@H](C1=O)CN(C2)C2=CC=CC(=N2)C2=NC1=CC(=NC=C1C=C2)CNC(C2=CN=CC(=C2)S(=O)(=O)C)=O